[(2S,4S,5R)-5-(6-aminopurin-9-yl)-4-fluorooxolan-2-yl]methanol NC1=C2N=CN(C2=NC=N1)[C@H]1[C@H](C[C@H](O1)CO)F